(R)-7-(6-(1-(2,2-difluoro-1-(4-fluorophenyl)propyl)-1H-pyrazol-4-yl)pyrazin-2-yl)-6,8-difluoro-[1,2,4]triazolo[1,5-a]pyridin-2-amine FC([C@@H](C1=CC=C(C=C1)F)N1N=CC(=C1)C1=CN=CC(=N1)C1=C(C=2N(C=C1F)N=C(N2)N)F)(C)F